FC1=CC(=CC=2N(C=NC21)C(C)C)C2=CC(=NC=C2C)NC(=O)C2CC(CCC2)C(=O)NC N1-(4-(4-fluoro-1-isopropyl-1H-benzo[d]imidazol-6-yl)-5-methylpyridin-2-yl)-N3-methylcyclohexane-1,3-dicarboxamide